BrC1=CC=C2C(OC(C2=C1)(C)C)OCC 6-bromo-3-ethoxy-1,1-dimethyl-1,3-dihydroisobenzofuran